3''-chloro-4''-((3,5-difluoropyridin-2-yl)methoxy)-3-(2-hydroxypropan-2-yl-1,1,1,3,3,3-d6)-5',6''-dimethyl-2H,2''H-[1,2':4',1''-terpyridine]-2,2''-dione ClC=1C(N(C(=CC1OCC1=NC=C(C=C1F)F)C)C1=CC(=NC=C1C)N1C(C(=CC=C1)C(C([2H])([2H])[2H])(C([2H])([2H])[2H])O)=O)=O